(3S,4r,5R)-3,4,5-tris(benzyloxy)-1-(3-chloro-2,6-difluorophenethyl)piperidine C(C1=CC=CC=C1)O[C@H]1CN(C[C@H](C1OCC1=CC=CC=C1)OCC1=CC=CC=C1)CCC1=C(C(=CC=C1F)Cl)F